CC1=NON=C1C1=NC2=C(N1CC=1C=NC=NC1)C=CC=C2 3-methyl-4-[1-(pyrimidin-5-ylmethyl)benzimidazol-2-yl]-1,2,5-oxadiazole